C(C1=CC=CC=C1)(=O)C1=CC=C(C=C1)S(=O)(=O)[O-] 4-benzoylphenylsulfonate